BrC1=CC(=C(C(=C1)OC(F)(F)F)O)I 4-bromo-2-iodo-6-(trifluoromethoxy)phenol